ethyl 5-(2-cyclopropyl-5-(trifluoromethoxy)phenyl)-1,2,4-oxadiazole-3-carboxylate C1(CC1)C1=C(C=C(C=C1)OC(F)(F)F)C1=NC(=NO1)C(=O)OCC